4-(furan-2-yl)-N-(furan-2-ylmethyl)but-3-en-2-amine O1C(=CC=C1)C=CC(C)NCC=1OC=CC1